2,5-dimethylhex-2-enoate CC(C(=O)[O-])=CCC(C)C